C(=O)(O)C1=CC=C(C=C1)C1=CC(=C2C=CC3=C(C=C(C4=CC=C1C2=C34)C3=CC=C(C=C3)C(=O)O)C3=CC=C(C=C3)C(=O)O)C3=CC=C(C=C3)C(=O)O 1,3,6,8-tetra(4-carboxyphenyl)pyrene